lauryl 3,5-di-tert-butyl-4-hydroxybenzoate C(C)(C)(C)C=1C=C(C(=O)OCCCCCCCCCCCC)C=C(C1O)C(C)(C)C